C(#N)C12CC(C1)(C2)NC(=O)C=2C=CC(=NC2)C=2N=NN(C2NC(O[C@H](C)C=2C(=NC=C(C2)F)F)=O)C (R)-1-(2,5-difluoropyridin-3-yl)ethyl (4-(5-((3-cyanobicyclo[1.1.1]pentan-1-yl)carbamoyl)pyridin-2-yl)-1-methyl-1H-1,2,3-triazol-5-yl)carbamate